O1P(OC2=CC=C(C=C2)C2=C(C(=C1C(=C2C2=C(C=C(C=C2)C(C)(C)C)C(C)(C)C)C2=C(C=C(C=C2)C(C)(C)C)C(C)(C)C)C2=C(C=C(C=C2)C(C)(C)C)C(C)(C)C)C2=C(C=C(C=C2)C(C)(C)C)C(C)(C)C)OP([O-])[O-] tetra(2,4-di-tertiary butyl phenyl)[1,1-biphenyl]-4,4'-diyl diphosphite